ClC1=NC=2CN(CCC2C(=C1[N+](=O)[O-])Cl)C(=O)[O-] 2,4-dichloro-3-nitro-5,8-dihydro-1,7-naphthyridine-7(6H)-carboxylate